N-methylpropanamide CNC(CC)=O